FC(C=1C=CC(=NC1)N1C(N([C@H](C1)C#N)C1=CN=CC2=CC=CC=C12)=O)F |r| Racemic-1-(5-(difluoromethyl)pyridin-2-yl)-3-(isoquinolin-4-yl)-2-oxoimidazolidine-4-carbonitrile